N-(2'-chloro-3'-(5-((((1-hydroxycyclopropyl)methyl)amino)methyl)-6-methoxypyridin-2-yl)-2-methyl-[1,1'-biphenyl]-3-yl)-1,3-dimethyl-2,4-dioxo-1,2,3,4-tetrahydropyrimidine-5-carboxamide ClC1=C(C=CC=C1C1=NC(=C(C=C1)CNCC1(CC1)O)OC)C1=C(C(=CC=C1)NC(=O)C=1C(N(C(N(C1)C)=O)C)=O)C